C(C)(C)(C)C1=CC=C(C=C1)C1=NC(=C(C(=N1)N(C)C)C(=O)O)C 2-(4-(tert-butyl)phenyl)-4-(dimethylamino)-6-methylpyrimidine-5-carboxylic acid